tert-butyl 4-[3-(4-pyridylmethoxy)pyrazol-1-yl]piperidine-1-carboxylate N1=CC=C(C=C1)COC1=NN(C=C1)C1CCN(CC1)C(=O)OC(C)(C)C